ClC=1C=C2C(C(=CN(C2=CC1N1[C@H](CCC1)COC1=NC=CC=C1Cl)C=1C=C2CNCC2=CC1)C(=O)O)=O 6-chloro-7-[(2R)-2-[[(3-chloropyridin-2-yl)oxy]methyl]pyrrolidin-1-yl]-1-(2,3-dihydro-1H-isoindol-5-yl)-4-oxoquinoline-3-carboxylic acid